6-(4-chloro-2-(2-(1,3,5-trimethyl-1H-pyrazol-4-yl)ethoxy)phenyl)-[1,2,4]triazolo[4,3-a]pyridin ClC1=CC(=C(C=C1)C=1C=CC=2N(C1)C=NN2)OCCC=2C(=NN(C2C)C)C